Methyl 5-chloro-2-(cyclopropanesulfonamido)thiazole-4-carboxylate ClC1=C(N=C(S1)NS(=O)(=O)C1CC1)C(=O)OC